N-(1-(bicyclo[3.1.0]hexan-3-yl)-7-fluoroindolin-5-yl)-2-(3,3-diethylazetidin-1-yl)-5-(2,2,2-trifluoroethyl)oxazole-4-carboxamide C12CC(CC2C1)N1CCC2=CC(=CC(=C12)F)NC(=O)C=1N=C(OC1CC(F)(F)F)N1CC(C1)(CC)CC